[S].[N+](=O)([O-])C1=CC=C(C=C1)OC 4-nitroanisole sulfur